(E)-4-{tert-butoxycarbonyl-[4-(3-chloro-10,11-dihydro-5H-dibenzo[b,f]azepin-5-yl)butyl]amino}but-2-enoic acid C(C)(C)(C)OC(=O)N(C/C=C/C(=O)O)CCCCN1C2=C(CCC3=C1C=CC=C3)C=CC(=C2)Cl